4-(3,4-dichloro-5-methyl-1H-pyrrole-2-carboxamido)benzoate ClC1=C(NC(=C1Cl)C)C(=O)NC1=CC=C(C(=O)[O-])C=C1